6-[3-(5-chloro-2,4-difluoro-phenyl)-1H-pyrazol-4-yl]-N-(4-piperidyl)-1,5-naphthyridin-3-amine ClC=1C(=CC(=C(C1)C1=NNC=C1C=1N=C2C=C(C=NC2=CC1)NC1CCNCC1)F)F